C(C)NCC=1C=CC(=C(C#N)C1)N1C=NC(=C1)C1=NC(=NC=C1C(F)(F)F)NC1CCN(CC1)S(=O)(=O)C 5-((Ethylamino)methyl)-2-(4-(2-((1-(methylsulfonyl)piperidin-4-yl)amino)-5-(trifluoromethyl)pyrimidin-4-yl)-1H-imidazol-1-yl)benzonitrile